NC1(COC1)CC=1C=CC(=NC1)C1=C(C=C(C#N)C=C1)OC=1N(N=C(C1)C1CC1)C 4-[5-[(3-aminooxetan-3-yl)methyl]pyridin-2-yl]-3-(5-cyclopropyl-2-methylpyrazol-3-yl)oxybenzonitrile